tert-butyl 3-(1-((1s,3s)-adamantan-1-ylmethyl)-5-methyl-1H-pyrazol-4-yl)-6-(methylamino)picolinate C12(CC3CC(CC(C1)C3)C2)CN2N=CC(=C2C)C=2C(=NC(=CC2)NC)C(=O)OC(C)(C)C